[Xe].N1=C(C=NC2=CC=CC=C12)NC1C(NC(CC1)=O)=O 3-(quinoxalin-2-ylamino)piperidine-2,6-dione xenon